CC([C@@H](C(=O)N1[C@@H]([C@H]2C([C@H]2C1)(C)C)C(=O)O)NC=1C=NC=NC1)(C)C (1R,2S,5S)-3-[(2S)-3,3-dimethyl-2-(pyrimidin-5-ylamino)butanoyl]-6,6-dimethyl-3-azabicyclo[3.1.0]hexane-2-carboxylic acid